CN1N=CC(=C1C(=O)O)C1=NC=C(C=N1)C(C(F)(F)F)OC1OCCCC1 1-methyl-4-(5-(2,2,2-trifluoro-1-((tetrahydro-2H-pyran-2-yl)oxy)ethyl)pyrimidin-2-yl)-1H-pyrazole-5-carboxylic acid